CN1[C@H]([C@@H](C1)C)COC1=C(N(N=C1)C)C1=CC=2N(C=C1)N=C(C2)NC(=O)C2CC2 N-[5-[4-[[(2R,3R)-1,3-Dimethylazetidin-2-yl]methoxy]-2-methyl-pyrazol-3-yl]pyrazolo[1,5-a]pyridin-2-yl]cyclopropanecarboxamide